2-(dibenzylamino)propanal C(C1=CC=CC=C1)N(C(C=O)C)CC1=CC=CC=C1